2-(2,6-Dioxopiperidin-3-Yl)-5-((1-(3-(Methylamino)Propyl)Piperidin-4-Yl)Oxy)IsoindoLine-1,3-Dione O=C1NC(CCC1N1C(C2=CC=C(C=C2C1=O)OC1CCN(CC1)CCCNC)=O)=O